6-((1r,4r)-4-(2-isopropyl-6-(trifluoromethyl)pyridin-3-yl)cyclohexyl)-2-thia-6-azaspiro[3.4]octane 2,2-dioxide C(C)(C)C1=NC(=CC=C1C1CCC(CC1)N1CC2(CS(C2)(=O)=O)CC1)C(F)(F)F